The molecule is a sulfonamide that is benzenesulfonamide substituted by a butyl group at the nitrogen atom. It has been isolated from the plant Prunus africana and has been shown to exhibit antiandrogenic activity. It has a role as a neurotoxin and a plant metabolite. CCCCNS(=O)(=O)C1=CC=CC=C1